dipotassium copper [Cu].[K].[K]